(R)-N-(2-(1-(3-chloro-4-((2,4-difluorophenyl)methoxy-d2)-5',6-dimethyl-2-carbonyl-2H-[1,4'-Bipyridyl]-2'-yl)-4-fluoro-1H-pyrazol-3-yl)propan-2-yl)acetamide ClC=1C(N(C(=CC1OC([2H])([2H])C1=C(C=C(C=C1)F)F)C)C1=CC(=NC=C1C)N1N=C(C(=C1)F)C(C)(C)NC(C)=O)=C=O